OC1=C(C=C(C=COC(C(=O)OCCCCCC)(C)C)C=C1)OC hexyl 2-((4-hydroxy-3-methoxystyryl)oxy)-2-methylpropanoate